bis(oxiran-2-ylmethyl) cyclohexane-1,2-dicarboxylate C1(C(CCCC1)C(=O)OCC1OC1)C(=O)OCC1OC1